C(C)(C)(C)OC(=O)NCCCC(=O)N[C@H]1C[C@H](NC1)C(=O)OC (2S,4S)-Methyl 4-(4-((tert-butoxycarbonyl)amino)butanamido)pyrrolidine-2-carboxylate